FC1=C(C=C(C=C1)C=1CCCN1)I 5-(4-fluoro-3-iodophenyl)-3,4-dihydro-2H-pyrrole